methyl-6-bromo-2-fluoro-3-(hydroxymethyl)benzoic acid CC1=C(C(=C(C(=O)O)C(=C1)Br)F)CO